3-(2-chloro-4-ethoxy-phenyl)-4-[4-[(3S)-1-(3-fluoropropyl)pyrrolidin-3-yl]oxyphenyl]-2H-thiochromen-7-ol ClC1=C(C=CC(=C1)OCC)C=1CSC2=CC(=CC=C2C1C1=CC=C(C=C1)O[C@@H]1CN(CC1)CCCF)O